2-[cyano-(2,6-difluoro-4-pyridinyl)amino]-5-methyl-N-spiro[3.4]octan-3-yl-thiazole-4-carboxamide C(#N)N(C=1SC(=C(N1)C(=O)NC1CCC12CCCC2)C)C2=CC(=NC(=C2)F)F